ClC1=C2C(=NN(C2=C(C=C1)N1C(=NC=CC1=O)[C@H](CC1=CC(=CC(=C1)F)F)NC(OC(C)(C)C)=O)C)N(S(=O)(=O)C)CC1=CC=C(C=C1)OC tert-butyl (S)-(1-(1-(4-chloro-3-(N-(4-methoxybenzyl)methylsulfonamido)-1-methyl-1H-indazol-7-yl)-6-oxo-1,6-dihydropyrimidin-2-yl)-2-(3,5-difluorophenyl)ethyl)carbamate